4-((2S,5R)-4-((S)-(3,4-dichlorophenyl)(3,3-difluorocyclobutyl)methyl)-2,5-dimethylpiperazin-1-yl)-2-methyl-1-(((S)-tetrahydrofuran-2-yl)methyl)-1H-[1,2,4]triazolo[3,4-b]purine ClC=1C=C(C=CC1Cl)[C@@H](N1C[C@@H](N(C[C@H]1C)C=1C=2N=C(N(C2N2C(N1)=NN=C2)C[C@H]2OCCC2)C)C)C2CC(C2)(F)F